FC=1C=C2C(=CC1)NC(C21CCN(CC1)CCOC1=CC2=C(N(C=N2)C2CC(C2)(C)O)C(=C1)C(F)(F)F)=O 5-fluoro-1'-(2-{1-[(cis)-3-hydroxy-3-methylcyclobutyl]-7-(trifluoromethyl)-1H-1,3-benzimidazol-5-yloxy}ethyl)spiro[indoline-3,4'-piperidin]-2-one